CC1=CC=C(O1)C1C(C1)C(=O)OC.C1(CCCCC1)[Si](O[Si](O[Si](C)(C)CCC=1C2CCC(C1)C2)(O[Si](C)(C)CCC=2C1CCC(C2)C1)C1CCCCC1)(O[Si](C)(C)CCC=1C2CCC(C1)C2)O[Si](C)(C)CCC=2C1CCC(C2)C1 1,3-dicyclohexyl-1,1,3,3-tetrakis[(norbornen-2-yl) ethyldimethylsiloxy] disiloxane methyl 2-(5-methylfuran-2-yl)cyclopropane-1-carboxylate